CC1CCC=2C=C(C=NC2C1)N 7-methyl-5,6,7,8-tetrahydroquinolin-3-amine